(E)-1-chloro-2-(2-(2-methoxyphenylsulfonyl)vinyl)benzene ClC1=C(C=CC=C1)\C=C\S(=O)(=O)C1=C(C=CC=C1)OC